OC1=C(C=CC=C1)C=1C=C2C(=NN1)NC[C@@H]1N2CCN(C1)C1CCN(CC1)C1CCN(CC1)CC1CN(CCC1)C(=O)OC(C)(C)C Tert-butyl 3-((4-((S)-2-(2-hydroxyphenyl)-6a,7,9,10-tetrahydro-5H-pyrazino[1',2':4,5]pyrazino[2,3-c]pyridazin-8(6H)-yl)-[1,4'-bipiperidin]-1'-yl)methyl)piperidine-1-carboxylate